N,N,N',N'-tetrakisMethylurea hexafluorophosphate F[P-](F)(F)(F)(F)F.CN(C(=O)N(C)C)C